3-ethynyl-1,1-difluorocyclobutane C(#C)C1CC(C1)(F)F